C(C1=CC=CC=C1)N1C[C@H]([C@@]2(CC1)NCC1=CC=CC=C1C2)OCC2=CC=CC=C2 (3R,3'R)-1'-benzyl-3'-(benzyloxy)-1,4-dihydro-2H-spiro[isoquinoline-3,4'-piperidine]